C(C)N(C1=CC(=CC=C1)OCCOC1=CC=C(C=C1)F)CC=1C=NC(=NC1)C N-ethyl-3-[2-(4-fluorophenoxy)ethoxy]-N-[(2-methylpyrimidin-5-yl)methyl]aniline